N[C@H](C(=O)O)[C@H](CCCB(O)O)CNC (2S,3R)-2-amino-6-borono-3-((methylamino)methyl)hexanoic Acid